ClC=1C(=C(C=CC1)C1=C(C(=C(C(=C1[2H])[2H])[2H])[2H])[2H])F 3-chloro-2-fluoro-1,1'-biphenyl-2',3',4',5',6'-d5